quaterphenyl-3,3''',5,5'''-tetracarboxylate C1(=CC(=CC(=C1)C(=O)[O-])C(=O)[O-])C=1C(=CC=CC1)C=1C(=CC=CC1)C1=CC(=CC(=C1)C(=O)[O-])C(=O)[O-]